ClC1=C(OCC(=O)N2CCC(CC2)NS(=O)(=O)CC)C=CC(=C1)Cl N-{1-[(2,4-dichlorophenoxy)acetyl]piperidin-4-yl}ethanesulfonamide